5-[5-[chloro(difluoro)methyl]-1,2,4-oxadiazol-3-yl]-N-[1-(2-fluorophenyl)cyclopropyl]pyrimidin-2-amine ClC(C1=NC(=NO1)C=1C=NC(=NC1)NC1(CC1)C1=C(C=CC=C1)F)(F)F